C(C(CCCCCCCCCCCCCO)O)O 1,2,15-pentadecanetriol